ClC1=CC=C2C(NC(=NC2=C1)C1=CC=CC=C1)=O 7-chloro-2-phenylquinazolin-4(3H)-one